NC1=C(CN2C(C3=CC=CC=C3C2=O)=O)C=C(C(=C1)Cl)Cl 2-(2-amino-4,5-dichlorobenzyl)isoindoline-1,3-dione